[OH-].C(C1=CC=CC=C1)N1C=[N+](C=C1)C 1-benzyl-3-methylimidazol-3-ium hydroxide